4-((4-(1-((5,6-bis(benzyloxy)pyrimidin-4-yl)methyl)-3-Isopropyl-2-oxoimidazolin-4-yl)phenyl)ethynyl)benzaldehyde C(C1=CC=CC=C1)OC=1C(=NC=NC1OCC1=CC=CC=C1)CN1C(N(C(C1)C1=CC=C(C=C1)C#CC1=CC=C(C=O)C=C1)C(C)C)=O